CC=1C=C(C=CC1)OCC m-methylphenetole